(2R)-2-methyl-N-[2-(piperidin-4-yl)ethyl]-4-(3,4,5-trifluorophenyl)piperazine-1-carboxamide C[C@H]1N(CCN(C1)C1=CC(=C(C(=C1)F)F)F)C(=O)NCCC1CCNCC1